FC1=C2C(=NNC2=C(C(=C1F)F)F)C(F)(F)F 4,5,6,7-tetrafluoro-3-(trifluoromethyl)-1H-indazole